NC(C(F)(F)F)C=1C=C(C=CC1)NC(=O)C=1C(=NC2=CC=CC=C2C1)N1CCC(CCC1)(F)F N-[3-(1-amino-2,2,2-trifluoroethyl)phenyl]-2-(4,4-difluoroazepan-1-yl)quinoline-3-carboxamide